[Al].[K].[Ca] calcium potassium aluminum